C(CCC\C=C/CC)OC(CCC(=O)OCCCCCCN(CCCCCCCC(=O)OC(CC)CCCCCCCC)CCO)OCCCC\C=C/CC undecan-3-yl 8-((6-((4,4-bis(((Z)-oct-5-en-1-yl)oxy)butanoyl)oxy)hexyl)(2-hydroxyethyl)amino)octanoate